butyl N-(tert-butoxycarbonyl)-N-(5-fluoro-4-[3-[(3-fluoro-2-methylphenyl)amino]-4-oxo-1H,5H,6H,7H-pyrrolo[3,2-c]pyridin-2-yl]pyrimidin-2-yl)carbamate C(C)(C)(C)OC(=O)N(C(OCCCC)=O)C1=NC=C(C(=N1)C1=C(C=2C(NCCC2N1)=O)NC1=C(C(=CC=C1)F)C)F